5-amino-2-[2-(2,2-difluoroethylamino)-5-fluoro-3-pyridinyl]-6-(3-hydroxy-2,6-dimethyl-phenyl)pyrimidine-4-carboxamide NC=1C(=NC(=NC1C1=C(C(=CC=C1C)O)C)C=1C(=NC=C(C1)F)NCC(F)F)C(=O)N